rel-4-((2R,3S,5S)-3-(3,4-difluoro-2-methoxyphenyl)-5-(methoxymethyl)-5-methyltetrahydrofuran-2-carboxamido)pyridineamide FC=1C(=C(C=CC1F)[C@H]1[C@@H](O[C@](C1)(C)COC)C(=O)NC1=CC(=NC=C1)C(=O)N)OC |o1:8,9,11|